N1=CC(=CC=C1)C=1C=C(OC2CC3C(CN(C3)C(=O)N3N=C(C=C3)C(=O)O)C2)C=CC1 1-(trans-5-(3-(pyridin-3-yl)phenoxy)octa-hydrocyclopenta-[c]pyrrole-2-carbonyl)-1H-pyrazole-3-carboxylic acid